2,3-diaminobenzoxazole NC1OC2=C(N1N)C=CC=C2